P(=O)(OCC)([O-])Br ethyl bromophosphate